ClC1=NC=C(C(=C1)C1=C(C=NC(=C1)C)C(=O)NC=1SC(=NN1)C1(CCC1)F)OC 2'-chloro-N-(5-(1-fluorocyclobutyl)-1,3,4-thiadiazol-2-yl)-5'-methoxy-6-methyl-(4,4'-bipyridine)-3-carboxamide